NC1=NC=NC(=N1)N 2,4-diamino-s-triazine